2-(isopropylamino)-1-(2-(5-(trifluoromethyl)-1,2,4-oxadiazol-3-yl)-6,7-dihydrothieno[3,2-c]pyridin-5(4H)-yl)ethan-1-one C(C)(C)NCC(=O)N1CC2=C(CC1)SC(=C2)C2=NOC(=N2)C(F)(F)F